[1-(9H-carbazol-9-yl)methyl]phosphoric acid C1=CC=CC=2C3=CC=CC=C3N(C12)COP(O)(O)=O